tert-butyl (3-bromo-3-(3-chloro-5-fluorophenyl)propyl)-(methyl)carbamate BrC(CCN(C(OC(C)(C)C)=O)C)C1=CC(=CC(=C1)F)Cl